3-(5-(difluoromethyl)-1,3,4-thiadiazol-2-yl)-8-(3-methoxypropoxy)-N-(1-methylcyclopropyl)imidazo[1,5-a]pyridine-6-sulfonamide FC(C1=NN=C(S1)C1=NC=C2N1C=C(C=C2OCCCOC)S(=O)(=O)NC2(CC2)C)F